5-(5-((5-(2-amino-6-bromo-1H-benzo[d]imidazol-1-yl)hexyl)oxy)-1-methyl-1H-pyrazol-4-yl)-1-methyl-6-oxo-1,6-dihydropyridine-3-carboxylic acid NC1=NC2=C(N1C(CCCCOC1=C(C=NN1C)C1=CC(=CN(C1=O)C)C(=O)O)C)C=C(C=C2)Br